BrC=1C=CC(=C(C1)C#CC=1C(=CC(=NC1)C(=O)O)OC)NS(=O)(=O)C=1C=CC(=C2C=CC=NC12)OC 5-{2-[5-bromo-2-(5-methoxyquinoline-8-sulfonamido)phenyl]ethynyl}-4-methoxypyridine-2-carboxylic acid